S-methylsulfanyl-5-thio-D-ribose CSSC[C@H]([C@H]([C@H](C=O)O)O)O